C(=O)(O)[C@H](CC(=O)N1CC2=CC(=C(C(=C2C1)Cl)OCCCOC=1C(=C2CNCC2=CC1O)F)OC)C 5-(3-((2-((S)-3-carboxybutanoyl)-4-chloro-6-methoxyisoindolin-5-yl)oxy)propoxy)-4-fluoro-6-hydroxyisoindolin